2-[3-(4-chlorophenyl)phenyl]-5-(methylaminomethyl)-1,4-oxazepan-3-one ClC1=CC=C(C=C1)C=1C=C(C=CC1)C1OCCC(NC1=O)CNC